2-(2,3-difluoro-phenyl)-2-methylpropanoic acid FC1=C(C=CC=C1F)C(C(=O)O)(C)C